[6-(1-methyl-6-oxo-3-pyridyl)-3,6-dihydro-2H-pyran-4-yl] trifluoromethanesulfonate FC(S(=O)(=O)OC=1CCOC(C1)C1=CN(C(C=C1)=O)C)(F)F